3-(4-((4-aminocyclohexyl)amino)-1,2,5-oxadiazol-3-yl)-4-(3-bromo-4-fluorophenyl)-1,2,4-oxadiazol-5(4H)-one NC1CCC(CC1)NC=1C(=NON1)C1=NOC(N1C1=CC(=C(C=C1)F)Br)=O